BrC=1C=C(C=C(C1)N1C(C2=CC=CC(=C2C1)C(F)(F)F)=O)C(CC(=O)O)C 3-[3-bromo-5-[1-oxo-4-(trifluoromethyl)isoindolin-2-yl]phenyl]butanoic acid